The molecule is a primary ammonium ion obtained by protonation of the amino group of 5-aminolevulinic acid. It is a conjugate acid of a 5-aminolevulinic acid. C(CC(=O)O)C(=O)C[NH3+]